CC=1C(=C2C=NNC2=CC1)C1=NC=2N(C=C1)N=CC2 5-(5-methyl-1H-indazol-4-yl)pyrazolo[1,5-a]pyrimidin